C(=O)O.C(#N)C=1C(=NC(=C(C1CC)C#N)N1CCC(CC1)N1CCCC1)SC(C(=O)N)C1=NC=C(C=C1)F 2-((3,5-dicyano-4-ethyl-6-(4-(pyrrolidin-1-yl)piperidin-1-yl)pyridin-2-yl)thio)-2-(5-fluoropyridin-2-yl)acetamide, formic acid salt